1-[(3R,4S)-4-cyanotetrahydropyran-3-yl]-3-[(2-fluoro-6-methoxy-4-pyridinyl)amino]pyrazole-4-carboxamide C(#N)[C@@H]1[C@H](COCC1)N1N=C(C(=C1)C(=O)N)NC1=CC(=NC(=C1)OC)F